The molecule is an amino trisaccharide consisting of alpha-L-fucopyranosyl, alpha-D-galactopyranosyl and 2-acetamido-D-glucopyranose residues joined in sequence by (1->2) and (1->3) glycosidic linkages. It is an amino trisaccharide and a member of acetamides. C[C@H]1[C@H]([C@H]([C@@H]([C@@H](O1)O[C@@H]2[C@H]([C@H]([C@H](O[C@@H]2O[C@H]3[C@@H]([C@H](OC([C@@H]3NC(=O)C)O)CO)O)CO)O)O)O)O)O